methyl 3-(((R)-tert-butylsulfinyl) amino)-3-ethylhept-6-enoate C(C)(C)(C)[S@@](=O)NC(CC(=O)OC)(CCC=C)CC